7-((S)-8-ethynyl-7-fluoro-3-hydroxynaphthalen-1-yl)-8-fluoroquinazolin-6-carbonitrile C(#C)C=1C(=CC=C2C=C(C=C(C12)C1=C(C=C2C=NC=NC2=C1F)C#N)O)F